(4-methyl-phenylthiomethyl)-16-oxo-androsta-5-en-3beta-ol CC1=CC=C(C=C1)SCC[C@@]12CC(C[C@H]1[C@@H]1CC=C3C[C@H](CC[C@]3(C)[C@H]1CC2)O)=O